OC=1C=C(C(=O)OC)C=CC1C=1N(C=C(N1)C(F)(F)F)C(C)C methyl 3-hydroxy-4-(1-isopropyl-4-(trifluoromethyl)-1H-imidazol-2-yl)benzoate